(3S,4S)-1-cyclopropylmethyl-4-{[5-(2,4-difluoro-phenyl)-[1,3,4]thiadiazole-2-carbonyl]-amino}-piperidine-3-carboxylic acid (1-pyrimidin-2-yl-cyclopropyl)-amide N1=C(N=CC=C1)C1(CC1)NC(=O)[C@H]1CN(CC[C@@H]1NC(=O)C=1SC(=NN1)C1=C(C=C(C=C1)F)F)CC1CC1